2-(8-(1-hydroxyethyl)-5-oxothieno[3',2':4,5]pyrrolo[1,2-d][1,2,4]triazin-6(5H)-yl)acetic acid ethyl ester C(C)OC(CN1N=C(N2C(C1=O)=CC1=C2SC=C1)C(C)O)=O